CC=1C=C(C=NC1C)N1CCC(CC1)CCN1N=C(C=2CCCCC12)C(=O)N1CCC(CC1)NC(C)=O N-[1-[1-[2-[1-(5,6-Dimethyl-3-pyridyl)-4-piperidyl]ethyl]-4,5,6,7-tetrahydroindazol-3-carbonyl]-4-piperidyl]acetamid